The molecule is the isopropyl ester of unoprostone. It has a role as an antiglaucoma drug, an antihypertensive agent and a prodrug. It is a prostaglandins Falpha, a ketone and an isopropyl ester. It derives from an unoprostone. CCCCCCCC(=O)CC[C@H]1[C@@H](C[C@@H]([C@@H]1C/C=C\\CCCC(=O)OC(C)C)O)O